C1(=CC=CC=C1)N=CC1=C(C=CC=C1)NC1=CC=CC=C1 (2-phenyliminomethylphenyl)aniline